O[C@@H]1C[C@H](N(C1)C(C(C(C)C)C1=CC(=NO1)OCC#C)=O)C(=O)NCC1=C(C=C(C=C1)C1=C(N=CS1)C)OC1CCC(CC1)=O (2S,4R)-4-Hydroxy-1-(3-methyl-2-(3-(prop-2-yn-1-yloxy)isoxazol-5-yl)butanoyl)-N-(4-(4-methylthiazol-5-yl)-2-((4-oxocyclohexyl)oxy)benzyl)pyrrolidine-2-carboxamide